N-(2-chloro-6-nitrophenyl)-N-methylmethanesulfonamide ClC1=C(C(=CC=C1)[N+](=O)[O-])N(S(=O)(=O)C)C